2,2,2-trifluoroethyl 2-[benzyl-[(3-nitrophenyl)methyl]amino]-2-oxo-acetate C(C1=CC=CC=C1)N(C(C(=O)OCC(F)(F)F)=O)CC1=CC(=CC=C1)[N+](=O)[O-]